Cl.N1CCC(CC1)CCC(=O)OCC ethyl 3-(piperidin-4-yl)propanoate hydrochloride